C(#N)C=1C(=CC(=NC1)N1N=CC(=C1)CNC[C@@H](C=1C(=C2COC(C2=CC1)=O)C)N(S(=O)(=O)C)C)C (R)-N-(2-(((1-(5-cyano-4-methylpyridin-2-yl)-1H-pyrazol-4-yl)methyl)amino)-1-(4-methyl-1-oxo-1,3-dihydroisobenzofuran-5-yl)ethyl)-N-methyl-methanesulfonamide